N-(triethoxysilyl-propyl)carbamate C(C)O[Si](OCC)(OCC)CCCNC([O-])=O